(2-(5-fluoropyrimidin-2-yl)phenyl)((1S,4R,6R)-6-((5-(trifluoromethyl)pyridin-2-yl)oxy)-2-azabicyclo[2.2.2]octan-2-yl)methanone FC=1C=NC(=NC1)C1=C(C=CC=C1)C(=O)N1[C@@H]2[C@@H](C[C@H](C1)CC2)OC2=NC=C(C=C2)C(F)(F)F